ClC1=NC=C(C(=C1)C1=C(C=NC(=C1)C)C(=O)NC=1SC2=C(N1)CN(C2)C(=O)C2CC(C2)CC(F)F)OC 2'-chloro-N-(5-(3-(2,2-difluoroethyl)cyclobutane-1-carbonyl)-5,6-dihydro-4H-pyrrolo[3,4-d]thiazol-2-yl)-5'-methoxy-6-methyl-[4,4'-bipyridine]-3-carboxamide